FC1(CCC(CC1)NC(=O)C1=NC=NN2C1=NC(=C2C(=O)OC)COC)F methyl 4-[(4,4-difluorocyclohexyl) carbamoyl]-6-(methoxymethyl)imidazo[2,1-f][1,2,4]triazine-7-carboxylate